C(C)(C)(C)OC([C@H](CCC(=O)NCCCN(CCOCCOCC(=O)O)C(N)=O)NC(CCCCCCCCCCCCCCCCC(=O)OC(C)(C)C)=O)=O 2-[2-[2-[3-[[(4S)-5-tert-butoxy-4-[(18-tert-butoxy-18-oxo-octadecanoyl)amino]-5-oxo-pentanoyl]amino]-propyl-carbamoylamino]ethoxy]ethoxy]acetic acid